FCOC1=CC=C(C=C1)/C=C/C=O (E)-3-(4-(fluoromethoxy)phenyl)acrylaldehyde